CN1CCC(CC1)C(=O)NC=1SC2=C(N1)C=CC(=C2)C2=CC=NC=C2 1-methyl-N-(6-(pyridin-4-yl)benzo[d]thiazol-2-yl)piperidine-4-carboxamide